C(C)N1N=NC2=C1C=CC(=C2C)CC(C(=O)[O-])C 3-(1-ethyl-4-methyl-1H-benzo[d][1,2,3]triazol-5-yl)-2-methylpropanoate